C(C)C1=C(CC(C=C1C)(C)C)C 2-ethyl-1,3,5,5-tetramethyl-1,3-cyclohexadiene